methyl 4-(2-(1,2-difluoroethyl)-3-fluorophenyl)-2-(fluoromethyl)-5-oxo-1,4,5,7-tetrahydrofuro[3,4-b]pyridine-3-carboxylate FC(CF)C1=C(C=CC=C1F)C1C2=C(NC(=C1C(=O)OC)CF)COC2=O